NCC1CCC(CC1)C(=O)N1C(C2=CC=CC(=C2CC1)N(C(CN(C)C)=O)C)C(=O)NC1=CC=C(C(=O)O)C=C1 4-(2-((1R,4R)-4-(aminomethyl)cyclohexane-1-carbonyl)-5-(2-(dimethylamino)-N-methylacetamido)-1,2,3,4-tetrahydroisoquinoline-1-carboxamido)benzoic acid